3,6-bis(4-aminophenoxyphenyl)benzonorbornene NC1=CC=C(OC2=C(C=CC=C2)C2C3C4=C(C2CC3)C=C(C=C4)C4=C(C=CC=C4)OC4=CC=C(C=C4)N)C=C1